2-[3-oxo-3-(4-phenylpiperazin-1-yl)propyl]-3H-quinazolin-4-one O=C(CCC1=NC2=CC=CC=C2C(N1)=O)N1CCN(CC1)C1=CC=CC=C1